N-[(1S)-1-[3-(8-{[(3S,4R)-3-fluoro-1-methylpiperidin-4-yl]amino}-3-[(trifluoromethyl)sulfanyl]indolizin-2-yl)-1,2,4-oxadiazol-5-yl]ethyl]cyclopropanecarboxamide F[C@H]1CN(CC[C@H]1NC1=CC=CN2C(=C(C=C12)C1=NOC(=N1)[C@H](C)NC(=O)C1CC1)SC(F)(F)F)C